COC1=C(C=CC=C1)C1=C(C=NC(=C1)C)C(=O)NC=1S(C2=C(N1)CNC2)C(=O)[C@H]2COCCC2 |r| (Racemic)-4-(2-methoxyphenyl)-6-methyl-N-[S-(oxane-3-carbonyl)-4H,5H,6H-pyrrolo[3,4-d][1,3]thiazol-2-yl]pyridine-3-carboxamide